5-[7-[[5-(4-hydroxy-4-methylpiperidine-1-carbonyl)pyridin-2-yl]amino]-3-methylimidazo[4,5-b]pyridin-5-yl]oxy-4-methylpyridine-2-carbonitrile OC1(CCN(CC1)C(=O)C=1C=CC(=NC1)NC1=C2C(=NC(=C1)OC=1C(=CC(=NC1)C#N)C)N(C=N2)C)C